CN([C@@H](C)C=1C=CC(=NC1)NC=1C=CC(=C2CNC(C12)=O)C1=CN=C2N1C=CC(=C2)F)C (S)-7-((5-(1-(dimethylamino)-ethyl)pyridin-2-yl)amino)-4-(7-fluoroimidazo[1,2-a]pyridin-3-yl)isoindolin-1-one